N-methoxy-N,2-dimethylpropionamide CON(C(C(C)C)=O)C